((1S,4S)-4-aminocyclohexyl)carbamate NC1CCC(CC1)NC([O-])=O